2-methoxyimino-N,3-dimethyl-pent-3-enamine CON=C(CNC)C(=CC)C